FC1=C(C=CC(=C1F)B1OC(C(O1)(C)C)(C)C)C=1C=NN(C1C1=CC(=CC=C1)OC)COCC[Si](C)(C)C 2-[[4-[2,3-difluoro-4-(4,4,5,5-tetramethyl-1,3,2-dioxaborolan-2-yl)phenyl]-5-(3-methoxyphenyl)pyrazol-1-yl]methoxy]ethyl-trimethyl-silane